rac-4-nitrobenzoic acid [(5s,7r)-2-bromo-5-(3-chloro-2-pyridinyl)-6,7-dihydro-5H-pyrrolo[1,2-b][1,2,4]triazol-7-yl] ester BrC=1N=C2N(N1)[C@@H](C[C@H]2OC(C2=CC=C(C=C2)[N+](=O)[O-])=O)C2=NC=CC=C2Cl |r|